2-(4-(8-((1-Aminocyclopropyl)methoxy)-4-(aminomethyl)-1-oxo-1,2-dihydrophthalazin-6-yl)-1-Methyl-1H-pyrazol-5-yl)-6-cyclopropoxy-3-fluorobenzonitrile NC1(CC1)COC=1C=C(C=C2C(=NNC(C12)=O)CN)C=1C=NN(C1C1=C(C#N)C(=CC=C1F)OC1CC1)C